O[C@@]1(CC[C@@]2([C@H]3CC[C@@]4([C@H](CC[C@H]4[C@@H]3CC[C@@H]2C1)C([C@H](C)N1N=NC=C1)=O)C)C)C (S)-1-((3R,5R,8R,9S,10S,13S,14S,17S)-3-hydroxy-3,10,13-trimethylhexadecahydro-1H-cyclopenta[a]phenanthren-17-yl)-2-(1H-1,2,3-triazol-1-yl)propan-1-one